4-((3-Chloro-5-nitropyridin-2-yl)oxy)-N-methyl-7-(2-oxopropoxy)quinoline-6-carboxamide ClC=1C(=NC=C(C1)[N+](=O)[O-])OC1=CC=NC2=CC(=C(C=C12)C(=O)NC)OCC(C)=O